1,2-dimyristyl-oxypropylamine C(CCCCCCCCCCCCC)OC(C(C)OCCCCCCCCCCCCCC)N